methyl 1-(4-chlorobenzyl)-1H-indazole-3-carboxylate ClC1=CC=C(CN2N=C(C3=CC=CC=C23)C(=O)OC)C=C1